Methanearsonic acid, monosodium salt [Na+].C[As](O)(=O)[O-]